ethyl-3-hydroxybenzo[b]thiophene C(C)C1=C(C2=C(S1)C=CC=C2)O